FC=1C=CC2=C(CCO2)C1CNC1=NC=C(C=2N1C=NN2)C=2OC=CC2 N-((5-fluoro-2,3-dihydrobenzofuran-4-yl)methyl)-8-(furan-2-yl)-[1,2,4]triazolo[4,3-c]pyrimidine-5-amine